N-(3-(dimethylamino)propyl)-N'-Ethylcarbodiimide CN(CCCN=C=NCC)C